CC(C(=O)OC)(C)C1=CC(=CC=C1)N1CCN(CC1)S(=O)(=O)C1=CC=C(C=C1)NC(C1=C(C=CC=C1)N(S(=O)(=O)C)C)=O Methyl 2-methyl-2-(3-(4-((4-(2-(N-methylmethylsulfonamido)benzamido)phenyl)sulfonyl) piperazin-1-yl)phenyl)propanoate